4-(diethylamino)salicylaldehyde carbon [C].C(C)N(C=1C=C(C(C=O)=CC1)O)CC